3-amino-5-nitrobenzisothiazole NC1=NSC2=C1C=C(C=C2)[N+](=O)[O-]